Sodium (+)-(1R,2R,3aS,8bS)-2,3,3a,8b-tetrahydro-2-hydroxy-1-[(E)-(3S,4S)-3-hydroxy-4-methyl-1-octen-6-ynyl]-1H-cyclopenta[b]benzofuran-5-butyrate O[C@H]1[C@@H]([C@@H]2[C@@H](OC3=C2C=CC=C3CCCC(=O)[O-])C1)\C=C\[C@H]([C@H](CC#CC)C)O.[Na+]